(1R,3S,4S)-N-(5-chloro-2,4-difluorophenyl)-N-(3-(dimethylamino)propyl)-2-(6-methyl-4-(trifluoromethyl)pyridin-2-yl)-2-azabicyclo[2.2.1]heptane-3-carboxamide ClC=1C(=CC(=C(C1)N(C(=O)[C@H]1N([C@@H]2CC[C@H]1C2)C2=NC(=CC(=C2)C(F)(F)F)C)CCCN(C)C)F)F